C12CC(CC2C1)OC=1C=CC2=C(C(=C(O2)C)C(=O)NC(C(=O)OC)(CO)C)C1 methyl 2-(5-(bicyclo[3.1.0]hexan-3-yloxy)-2-methylbenzofuran-3-carboxamido)-3-hydroxy-2-methylpropanoate